C(#N)CN1CCC(CC1)N1N=CC(=C1)NC1=NC=C(C(=N1)C1=C(C(=O)O)C=CC=C1)C (2-((1-(1-(cyanomethyl)piperidin-4-yl)-1H-pyrazol-4-yl)amino)-5-methylpyrimidin-4-yl)benzoic acid